C1NCC2N1C1=CC=CC=C1NC2=O tetrahydroimidazo[1,5-a]quinoxaline-4(5H)-one